S1C(=NC2=C1C=CC=C2)NC2=C(C1=C(N=N2)N(CCC1)C=1SC(=C(N1)C(=O)O)CCCOC1=CC=C(C=C1)C#CCN(C)C)C [3-(1,3-benzothiazol-2-ylamino)-4-methyl-6,7-dihydro-5H-pyrido[2,3-c]pyridazin-8-yl]-5-[3-[4-[3-(dimethylamino)prop-1-ynyl]phenoxy]propyl]thiazole-4-carboxylic acid